ClC=1C=C2C(=NC(=NC2=C(C1C1=CC=C(C2=C1N=C(S2)N)F)F)OC[C@]21CCCN1C[C@@H](C2)F)N2CCNCCC2 4-(6-chloro-4-(1,4-diazepan-1-yl)-8-fluoro-2-(((2R,7aS)-2-fluorotetrahydro-1H-pyrrolizin-7a(5H)-yl)meth-oxy)quinazolin-7-yl)-7-fluorobenzo[d]thiazol-2-amine